FC1=C2C[C@H](NC2=CC=C1)COC (S)-4-fluoro-2-(methoxymethyl)indoline